(R)-N-(1-(2-(1,1-difluoroethyl)-6-methylpyrimidin-4-yl)-3-(3-ethoxypyrrolidin-1-yl)-1H-pyrazolo[4,3-c]pyridin-6-yl)acetamide FC(C)(F)C1=NC(=CC(=N1)N1N=C(C=2C=NC(=CC21)NC(C)=O)N2C[C@@H](CC2)OCC)C